Cl.FC1=C(C=CC=C1F)C1(C(C(CCC1)(C)O)=O)NC 2-(2,3-difluorophenyl)-6-hydroxy-6-methyl-2-methylaminocyclohexan-1-one hydrochloride